COC(=O)C=1N(C2=C(C(=CC(=C2C1)F)F)F)CCO 4,6,7-trifluoro-1-(2-hydroxyethyl)-1h-indole-2-carboxylic acid methyl ester